ClC1=C(OCC2=CC(=NC=C2)OC2CCN(CC2)CC2=NC3=C(N2C[C@H]2OCC2)C=C(C=C3)C(=O)O)C=CC(=C1)Cl 2-{[4-({4-[(2,4-dichlorophenoxy)methyl]pyridin-2-yl}oxy)piperidin-1-yl]methyl}-1-{[(2S)-oxetan-2-yl]methyl}-1H-1,3-benzodiazole-6-carboxylic acid